CC(C)(C)OC(=O)N1C[C@@H](C[C@H]1C(=O)O)NC(=O)OCC2C3=CC=CC=C3C4=CC=CC=C24 (2S,4R)-Fmoc-4-amino-1-Boc-pyrrolidine-2-carboxylic acid